N-[8-[4-[4-[(2,6-dioxo-3-piperidyl)carbamoyl]phenyl]-1-piperidyl]-8-oxo-octyl]-5-[rac-(2R)-2-(2,5-difluorophenyl)pyrrolidin-1-yl]pyrazolo[1,5-a]pyrimidine-3-carboxamide O=C1NC(CCC1NC(=O)C1=CC=C(C=C1)C1CCN(CC1)C(CCCCCCCNC(=O)C=1C=NN2C1N=C(C=C2)N2[C@H](CCC2)C2=C(C=CC(=C2)F)F)=O)=O |r|